[((biphenylyl)phenyltriazinyl)phenyl]dibenzoselenophene C1(=C(C=CC=C1)C1=C(C(=NN=N1)C1=C(C=CC=C1)C1=CC=CC=2[Se]C3=C(C21)C=CC=C3)C3=CC=CC=C3)C3=CC=CC=C3